5-(5-((1-(2-Hydroxy-2-methylpropyl)piperidin-4-yl)methoxy)-3-isopropyl-1H-indol-2-yl)-1,3-dimethylpyridin-2(1H)-on OC(CN1CCC(CC1)COC=1C=C2C(=C(NC2=CC1)C=1C=C(C(N(C1)C)=O)C)C(C)C)(C)C